1-(2,4-difluorophenyl)-3-(4-fluorophenyl)-5-methyl-N-(2-(oxetan-3-ylamino)-2-oxoethyl)-4-(thien-2-yl)-4,5-dihydro-1H-pyrazole-5-carboxamide FC1=C(C=CC(=C1)F)N1N=C(C(C1(C(=O)NCC(=O)NC1COC1)C)C=1SC=CC1)C1=CC=C(C=C1)F